diamyl succinate C(CCC(=O)OCCCCC)(=O)OCCCCC